ClC=1C=C(C=CC1F)NC(N(C)[C@H](C)C1=CN=C(C2=CC=CC=C12)C#N)=O (R)-3-(3-chloro-4-fluorophenyl)-1-(1-(1-cyanoisoquinolin-4-yl)ethyl)-1-methylurea